ClC(OC1=CC=C(C=C1)NC(=O)C1=CN(C(C=C1)=O)C=1C=NN(C1)C(F)F)(F)F N-[4-(chlorodifluoromethoxy)phenyl]-1-[1-(difluoromethyl)-1H-pyrazol-4-yl]-6-oxo-1,6-dihydropyridine-3-carboxamide